4-phenylpyrrolidin-2-one, hydrochloride Cl.C1(=CC=CC=C1)C1CC(NC1)=O